COCC(=O)N1CC2=C(C=C(C=C2CC1)C=1C=C2C(=NC1)NC=C2CC#N)[C@H]2NCCC2 (S)-2-(5-(2-(2-methoxyacetyl)-8-(pyrrolidin-2-yl)-1,2,3,4-tetrahydroisoquinolin-6-yl)-1H-pyrrolo[2,3-b]pyridin-3-yl)acetonitrile